P(=O)(OCCO)(OCO)[O-] hydroxyethyl hydroxymethyl phosphate